BrC=1C(=CC(=NC1)O[C@H]1CN([C@@H](CC1)C)C(=O)C1=C(C=CC=C1)N1N=CC=N1)C(=O)OC methyl 5-bromo-2-{[(3R,6R)-6-methyl-1-{[2-(2H-1,2,3-triazol-2-yl)phenyl]carbonyl}piperidin-3-yl]oxy}pyridine-4-carboxylate